C(C)(=O)O.NC1=NC=C(C=N1)C#CC=1C(=C(C=CC1F)NS(=O)(=O)C=1C(=NC=C(C1)Cl)OC)F N-(3-((2-aminopyrimidin-5-yl)ethynyl)-2,4-difluorophenyl)-5-chloro-2-methoxypyridine-3-sulfonamide acetate